(S)-7-((6-((dimethyl-amino)methyl)-5-(tetrahydrofuran-3-yl)pyridin-2-yl)amino)-4-(8-methyl-imidazo[1,2-a]pyridin-3-yl)isoindolin-1-one CN(C)CC1=C(C=CC(=N1)NC=1C=CC(=C2CNC(C12)=O)C1=CN=C2N1C=CC=C2C)[C@H]2COCC2